FC=1C=CC=C2C3(C(N(C12)C1=C(C=NN1C)I)=O)CC3 7'-Fluoro-1'-(4-iodo-1-methyl-1H-pyrazol-5-yl)spiro[cyclopropane-1,3'-indoline]-2'-one